ClC1=C(C=CC=C1)C1=NOC(=C1C(=O)N1CCOCC1)C (3-(2-chlorophenyl)-5-methylisoxazol-4-yl)(morpholino)methanone